ClC=1C=NN(C1)C[C@@H](C)C=1N(C=2C(=C3CC[C@@H](N(C3=CC2)C(=O)OC)C)N1)[C@H]1CS(CC1)(=O)=O methyl (S)-2-((R)-1-(4-chloro-1H-pyrazol-1-yl)propan-2-yl)-3-((R)-1,1-dioxidotetrahydrothiophen-3-yl)-7-methyl-3,7,8,9-tetrahydro-6H-imidazo[4,5-f]quinoline-6-carboxylate